FC1=C(C=C(C=C1)\C=C(\C1=NC=C(N=C1)OCC#C)/F)C1(N=C(C(OC1)(C(F)(F)F)C)N)C 5-(2-fluoro-5-((Z)-2-fluoro-2-(5-(prop-2-yn-1-yloxy)pyrazin-2-yl)vinyl)phenyl)-2,5-dimethyl-2-(trifluoromethyl)-5,6-dihydro-2H-1,4-oxazin-3-amine